CN1C=NC2=C1C=CC(=C2)COC2=CC=CC(=N2)C2CCN(CC2)CC2=NC1=C(N2C[C@H]2OCC2)C=C(C=C1)C(=O)[O-] (S)-2-((4-(6-((1-methyl-1H-benzo[d]imidazol-5-yl)methoxy)pyridin-2-yl)piperidin-1-yl)methyl)-1-(oxetan-2-ylmethyl)-1H-benzo[d]imidazole-6-carboxylate